[NH3+]CC1CCOCC1 4-(ammoniomethyl)-tetrahydropyran